3-amino-6-[3-(2-oxazolyl)propyl]pyridine NC=1C=NC(=CC1)CCCC=1OC=CN1